C12CN(CC(N1)C2)C=2OC1=C(N2)C(=CC=C1C=1SC=CN1)OC(C(C)(O)C)(F)F 1-((2-(3,6-diazabicyclo[3.1.1]heptane-3-yl)-7-(thiazole-2-yl)benzo[d]oxazole-4-yl)oxy)-1,1-difluoro-2-methylpropane-2-ol